ClC=1C=C(N)C=CC1OC1=CC(=NC=C1)N1CC(CC1)C(F)(F)F 3-chloro-4-[[2-[3-(trifluoromethyl)pyrrolidin-1-yl]-4-pyridyl]oxy]aniline